2-([2,4'-bidibenzo[b,d]furan]-7-yl-1,3,4,6,8,9-d6)-4,4,5,5-tetramethyl-1,3,2-dioxaborolane C1(CC(=C(C=2OC3=C(C21)C(=C(C(=C3[2H])B3OC(C(O3)(C)C)(C)C)[2H])[2H])[2H])[2H])(C3=CC=CC=2OC1=C(C23)C=CC=C1)[2H]